C(=O)(O)CCC(=O)NCCCCCC(=O)O 6-[(3-carboxy-1-oxopropyl)amino]hexanoic acid